(2E,4E)-6-(4-hydroxy-6-methoxy-7-methyl-3-oxo-1,3-dihydroisobenzofuran-5-yl)-2,4-dimethylhexa-2,4-dienoic acid OC1=C2C(OCC2=C(C(=C1C/C=C(/C=C(/C(=O)O)\C)\C)OC)C)=O